4-{6-[bis(tert-Butoxycarbonyl)amino]-2-chloro-9H-purin-9-yl}cyclohexanecarboxylic acid methyl ester COC(=O)C1CCC(CC1)N1C2=NC(=NC(=C2N=C1)N(C(=O)OC(C)(C)C)C(=O)OC(C)(C)C)Cl